tert-butyl 3-((2-(7-fluoro-2-methyl-2H-indazol-5-yl)thieno[2,3-d]pyrimidin-6-yl)methyl)pyrrolidine-1-carboxylate FC1=CC(=CC2=CN(N=C12)C)C=1N=CC2=C(N1)SC(=C2)CC2CN(CC2)C(=O)OC(C)(C)C